C(N)(=O)C1=NN2C(CN(CC2)C(=O)OC(C)(C)C)=C1 tert-butyl 2-carbamoyl-6,7-dihydro-4H-pyrazolo[1,5-a]pyrazine-5-carboxylate